BrC1=C(C(=CC(=C1)C(F)(F)F)I)O 2-bromo-6-iodo-4-(trifluoromethyl)phenol